O[C@H]1[C@H](O)[C@@H](O)[C@H](O)[C@H](O1)CO β-D-glucose